2,3-dimethylcaproic acid CC(C(=O)O)C(CCC)C